C1=NC2(C(=C3C1=NC1=CC=CC=C31)C#N)CCNCC2 Spiro[piperidine-4,3'-[3H]pyrido[3,4-b]indole]-4'-carbonitrile